ClC=1C=C(C=CC1F)C(C(C)C)N1C[C@@H](N(C[C@H]1C)C1=C2N=C(N(C2=NC(=N1)NN)C[C@H]1OCCC1)C)C 6-((2S,5R)-4-(1-(3-chloro-4-fluorophenyl)-2-methylpropyl)-2,5-dimethylpiperazin-1-yl)-2-hydrazineyl-8-methyl-9-(((S)-tetrahydrofuran-2-yl)methyl)-9H-purine